C1(CC1)OC1=NC=CC=C1C=1C=NN2C1N=C(C=C2)N2CCN(CC2)C(=O)O[C@@]2(CN(CC2)C(=O)OC(C)(C)C)C#C [(3R)-1-tert-butoxycarbonyl-3-ethynyl-pyrrolidin-3-yl] 4-[3-[2-(cyclopropoxy)-3-pyridyl]pyrazolo[1,5-a]pyrimidin-5-yl]piperazine-1-carboxylate